4-((5-chloro-4-(1-methyl-1H-pyrazol-4-yl)pyrimidin-2-yl)amino)-3-methoxy-N-(1-methylpiperidin-4-yl)benzamide ClC=1C(=NC(=NC1)NC1=C(C=C(C(=O)NC2CCN(CC2)C)C=C1)OC)C=1C=NN(C1)C